NC=1C2=C(N=CN1)N(C=C2C2=CC=C(C=C2)N2C(C(CC2)(C2=NC(=CC=C2)C(F)(F)F)O)=O)C 1-[4-(4-Amino-7-methylpyrrolo[2,3-d]pyrimidin-5-yl)phenyl]-3-hydroxy-3-[6-(trifluoromethyl)pyridin-2-yl]pyrrolidin-2-one